BrC1=CC=CC=2C(=NC(OC21)(C)C)C=2C=NN1C2C=CC(=C1C)C 8-bromo-4-(6,7-dimethylpyrazolo[1,5-a]pyridin-3-yl)-2,2-dimethyl-2H-benzo[e][1,3]oxazine